CC=1C=CC(=C(C1)O)C1=NN=C(C2=CC=CC=C12)NC(=O)[C@H]1CNCCC1 (R)-5-methyl-2-(4-(piperidine-3-amido)phthalazin-1-yl)phenol